CC1(N(CC(CC1)=O)C(=O)OC(C)(C)C)C tert-butyl 2,2-dimethyl-5-oxo-piperidine-1-carboxylate